E-1,1,1,2,3,5,5,6,6,7,7,7-dodecafluoro-2,4-bis(trifluoromethyl)hept-3-ene FC(C(/C(=C(/C(C(C(F)(F)F)(F)F)(F)F)\C(F)(F)F)/F)(C(F)(F)F)F)(F)F